ethyl 5-((5-bromo-3-(2,2,2-trifluoroethoxy)pyridin-2-yl)oxy)pyrazolo[1,5-a]pyridine-2-carboxylate BrC=1C=C(C(=NC1)OC1=CC=2N(C=C1)N=C(C2)C(=O)OCC)OCC(F)(F)F